C(C)OC(C(=O)C1CS(C2=C(C=CC=C2C1=O)Cl)(=O)=O)=O 2-(8-chloro-1,1-dioxido-4-oxothiochroman-3-yl)-2-oxoacetic acid ethyl ester